C1=C(C=CC2=CC(=CC=C12)C1=CC=C(C=C1)C=1C=CC=2N(C3=CC=CC=C3C2C1)C1=CC2=CC=CC=C2C=C1)C1=CC2=CC=CC=C2C=C1 3-[4-(2,2'-binaphthalen-6-yl)phenyl]-9-(2-naphthyl)-9H-carbazole